ClC=1C=C(C(=O)OC)C(=CN1)C methyl 2-chloro-5-methylisonicotinate